3-methyl-7-(4-((4-(methylsulfonyl)piperidin-1-yl)methyl)phenyl)-6-(phenylsulfonyl)-3,6-dihydroimidazo[4,5-d]pyrrolo[2,3-b]pyridin-2(1H)-one CN1C(NC2=C3C(=NC=C21)N(C(=C3)C3=CC=C(C=C3)CN3CCC(CC3)S(=O)(=O)C)S(=O)(=O)C3=CC=CC=C3)=O